FC(C1=NN=C(O1)C1=CC(=C(C=C1)C(C)N1N=NC(=C1)C1=CC2=C(N=C(S2)N)C=C1)F)F 6-(1-(1-(4-(5-(difluoromethyl)-1,3,4-oxadiazol-2-yl)-2-fluorophenyl)ethyl)-1H-1,2,3-triazol-4-yl)benzo[d]thiazol-2-amine